(4-(5-(3,5-dichlorophenyl)-5-(trifluoromethyl)-4,5-dihydroisoxazol-3-yl)phenyl)(4-methoxy-1H-indol-1-yl)methanone ClC=1C=C(C=C(C1)Cl)C1(CC(=NO1)C1=CC=C(C=C1)C(=O)N1C=CC2=C(C=CC=C12)OC)C(F)(F)F